C1=CC=CC=2C3=CC=CC=C3C(C12)COC(=O)N1C[C@@H]([C@H](C1)O)N1CCN(CCN(CCN(CC1)CC(OC(C)(C)C)=O)CC(OC(C)(C)C)=O)CC(=O)OC(C)(C)C (2S,3S,4S)-1-(((9H-Fluoren-9-yl)methoxy)carbonyl)-4-hydroxy-3-(4,7,10-tris(2-(tert-butoxy)-2-oxoethyl)-1,4,7,10-tetraazacyclododecan-1-yl)pyrrolidin